O[C@H]1CC[C@@]2([C@H]3CC[C@@]4([C@H](CC[C@H]4[C@@H]3CC=C2C1)[C@@H](CCC(=O)N1CCS(CC1)=O)C)C)C (R)-4-((3S,8S,9S,10R,13R,14S,17R)-3-hydroxy-10,13-dimethyl-2,3,4,7,8,9,10,11,12,13,14,15,16,17-tetradecahydro-1H-cyclopenta[a]phenanthren-17-yl)-1-(1-oxidothiomorpholino)pentan-1-one